8-chloro-6-(3-isopropyl-5-(piperidin-4-yl)-1H-indol-2-yl)-7-methyl-[1,2,4]triazolo[4,3-a]pyridine ClC=1C=2N(C=C(C1C)C=1NC3=CC=C(C=C3C1C(C)C)C1CCNCC1)C=NN2